COC1=CC=C(C=C1)C=1C=CC=C2C=NC(=NC12)NOC1=CC=C(C=C1)C(CN1CCCC1)=O 8-(4-(methoxy)phenyl)-N-(4-((pyrrolidin-1-yl)acetyl)phenoxy)quinazolin-2-amine